1,2,4-tri-tert-butyl-1,3-cyclopentadiene C(C)(C)(C)C1=C(C=C(C1)C(C)(C)C)C(C)(C)C